2-(4-(4-(5,6,7,8-tetrahydro-1,8-naphthyridin-2-yl)butyrylamino)piperidin-1-yl)propionic acid N1=C(C=CC=2CCCNC12)CCCC(=O)NC1CCN(CC1)C(C(=O)O)C